4-(1H-indol-4-yl)-7-((5-(4-methylpiperazin-1-yl)pyridin-2-yl)amino)-2,3-dihydro-1H-pyrrolo[3,4-c]pyridin-1-one N1C=CC2=C(C=CC=C12)C1=NC=C(C2=C1CNC2=O)NC2=NC=C(C=C2)N2CCN(CC2)C